(2-nitrocinnamoyl)guanidine [N+](=O)([O-])C1=C(C=CC(=O)NC(=N)N)C=CC=C1